COS(=O)(=O)C=1C(=NC=CC1)C1=CN(C(=C1)C1=C(C=CC=C1)F)S(=O)(=O)C=1C=NC=CC1 (5-(2-fluorophenyl)-1-(pyridine-3-ylsulfonyl)-1H-pyrrole-3-yl)-pyridine-3-sulfonic acid methyl ester